3-amino-5-[(3,3-difluoroazetidin-1-yl)sulfonyl]-N-(3,3,3-trifluoro-2-hydroxypropyl)pyridine-2-carboxamide NC=1C(=NC=C(C1)S(=O)(=O)N1CC(C1)(F)F)C(=O)NCC(C(F)(F)F)O